C12C(C(C(CC1)C2)CN=C=O)CN=C=O norbornane-2,3-diylbis(methylene)diisocyanate